2,4-dichloro-7-methoxyquinoline-3-carbonitrile ClC1=NC2=CC(=CC=C2C(=C1C#N)Cl)OC